fluoropyridine-2-thiol FC=1C(=NC=CC1)S